BrC=1C=C2C(=NC1)N(C(=C2C2=CC(=CC=C2)F)Cl)S(=O)(=O)C2=CC=C(C)C=C2 5-bromo-2-chloro-3-(3-fluorophenyl)-1-tosyl-1H-pyrrolo[2,3-b]pyridine